COC1=C(OCC=2C=C(C(=O)O)C=CC2)C=CC(=C1)C=C1C(OC(OC1=O)(C1=CC=CC=C1)C)=O 3-({2-methoxy-4-[(2-methyl-4,6-dioxo-2-phenyl-1,3-dioxan-5-ylidene)methyl]phenoxy}methyl)benzoic acid